phenethyl acetate (2-phenylethyl acetate) C1(=CC=CC=C1)CCCC(=O)O.C(C)(=O)OCCC1=CC=CC=C1